Methyl (S)-3-amino-3-(2'-methyl-6'-(pent-4-en-1-yloxy)-[1,1'-biphenyl]-3-yl)propanoate hydrochloride Cl.N[C@@H](CC(=O)OC)C=1C=C(C=CC1)C1=C(C=CC=C1OCCCC=C)C